ClC1=C(C=CC=C1C1=NC=NC(=C1Cl)C1=CC(=C(C=C1)CNC1CC(C1)O)OC)C1=CC=C(C(=N1)OC)CNC1CC(C1)O (1s,3r)-3-(((6-(2-chloro-3-(5-chloro-6-(4-((((1s,3s)-3-hydroxycyclobutyl)amino)methyl)-3-methoxyphenyl)pyrimidin-4-yl)phenyl)-2-methoxypyridin-3-yl)methyl)amino)cyclobutan-1-ol